O1C(C1)COC1=CC=C(C=C1)CC(=O)N 2-[4-(2-oxiranylmethoxy)phenyl]acetamide